Cl.FC(C1CNC1)(F)F 3-(trifluoromethyl)-azetidine hydrochloride